CC(CN(C1=C(C=C(C=C1[N+](=O)[O-])CC#N)F)CC(C)C)C 2-[4-[bis(2-methylpropyl)amino]-3-fluoro-5-nitrophenyl]acetonitrile